[NH4+].[NH4+].P(=O)(O)(O)OCCCC(=O)OC1=C(C(=CC(=C1)CCCCC)O)[C@H]1[C@@H](CCC(=C1)C)C(=C)C (1'R,2'R)-6-hydroxy-5'-methyl-4-pentyl-2'-(prop-1-en-2-yl)-1',2',3',4'-tetrahydro-[1,1'-biphenyl]-2-yl 4-(phosphonooxy)butanoate di-ammonium salt